(R)-N-(4-(chlorodifluoromethoxy)phenyl)-5-((5-fluoro-4-(trifluoromethoxy)pyridine-3-yl)amino)-6-(3-hydroxypyrrolidin-1-yl)nicotinamide ClC(OC1=CC=C(C=C1)NC(C1=CN=C(C(=C1)NC=1C=NC=C(C1OC(F)(F)F)F)N1C[C@@H](CC1)O)=O)(F)F